FC(C=1C=C(C=C(C1)C(F)(F)F)C1=CC(=C(C(=N1)N)N)N(C)CC1(CCCC1)COC)(F)F 6-[3,5-Bis(trifluoromethyl)phenyl]-N4-{[1-(methoxymethyl)cyclopentyl]methyl}-N4-methylpyridin-2,3,4-triamine